FC(S(=O)(=O)O)(F)F.FC(S(=O)(=O)OC1=NC(=NC=2CC3(CCC12)CCC1=C(C=CC=C13)Cl)SC)(F)F 4-chloro-2'-(methylthio)-2,3,5',8'-tetrahydro-6'H-spiro[indene-1,7'-quinazolin]-4'-yl trifluoromethanesulfonate trifluoromethanesulfonate